C(C1=CC=CC=C1)N1CCC(=CC1)OCC1CN(C1)C(=O)OC(C)(C)C tert-butyl 3-(((1-benzyl-1,2,3,6-tetrahydropyridin-4-yl)oxy)methyl)azetidine-1-carboxylate